C(C)OC=1C=C(C=NC1NC1=NNC2=CC(=CC=C12)[C@@H]1C[C@@]12C(NC1=CC=C(C=C21)OC)=O)S(=O)(=O)NC 5-ethoxy-6-({6-[(1r,2s)-5'-methoxy-2'-oxo-1',2'-dihydrospiro[cyclopropan-1,3'-indol]-2-yl]-1H-indazol-3-yl}amino)-N-methylpyridine-3-sulfonamide